CN(S(=O)(=O)C1=CC=C(C=C1)S(=O)(=O)NC1=C(C=CC=C1)N1C[C@@H](CCC1)C)C |r| (+/-)-N1,N1-dimethyl-N4-(2-(3-methylpiperidin-1-yl)phenyl)benzene-1,4-disulfonamide